NC=1N=NC(=CC1C1=CC=C(C=C1)C=1C=NN(C1)C(C(=O)OCC)C(C)C)Cl ethyl 2-(4-(4-(3-amino-6-chloropyridazin-4-yl) phenyl)-1H-pyrazol-1-yl)-3-methylbutanoate